6-(3-amino-1H-indazol-4-yl)-N-(2-fluoro-5-methylphenyl)-1-naphthalenecarboxamide NC1=NNC2=CC=CC(=C12)C=1C=C2C=CC=C(C2=CC1)C(=O)NC1=C(C=CC(=C1)C)F